Trans-4-((3-fluoroazetidin-1-yl)methyl)-N-(6-(2-methyloxazol-5-yl)isoquinolin-3-yl)cyclohexane-1-carboxamide FC1CN(C1)C[C@@H]1CC[C@H](CC1)C(=O)NC=1N=CC2=CC=C(C=C2C1)C1=CN=C(O1)C